ClC=1C(=NC(=NC1)NC1=CC=C(C=C1)CN1CCN(CC1)C)NC1=CC(=C(C#N)C=C1)OCC1=C(C=CC=C1)F 4-((5-chloro-2-((4-((4-methylpiperazin-1-yl)methyl)phenyl)-amino)-pyrimidin-4-yl)amino)-2-((2-fluorobenzyl)-oxy)benzonitrile